C(CCCCCCCCCCCCCCC)OC(CCCCCCCCCCCCCCCCCCCCCCCCCCCCCCCC)=O.BrC1=CC(=C(C(=O)NCC(F)(F)F)C(=C1)F)F 4-bromo-2,6-difluoro-N-(2,2,2-trifluoroethyl)benzamide hexadecan-1-yl-tritriacontanoate